2-(4-(tert-butyl)phenyl)-1,2,3,4-tetrahydroquinazoline C(C)(C)(C)C1=CC=C(C=C1)C1NC2=CC=CC=C2CN1